methylthio-nitrogen CS[N]